(Z)-N-(5-iodoquinolin-8-yl)hex-4-enamide IC1=C2C=CC=NC2=C(C=C1)NC(CC\C=C/C)=O